N-{(1R)-1-[3-(difluoromethyl)-2-fluorophenyl]ethyl}-6-[4-(methanesulfonyl)piperazin-1-yl]-2-methylpyrido[3,4-d]pyrimidin-4-amine FC(C=1C(=C(C=CC1)[C@@H](C)NC=1C2=C(N=C(N1)C)C=NC(=C2)N2CCN(CC2)S(=O)(=O)C)F)F